O1C(=CC=C1)C(=O)N furan-carboxamide